FC(C=1C(=NC=2C(=C(N=NC2Cl)C=2SC=CC2)N1)C(F)(F)F)(F)F 2,3-bistrifluoromethyl-5-chloro-8-thienylpyrazino[2,3-D]pyridazine